(3-chloropyridyl)palladium (II) ClC=1C(=NC=CC1)[Pd+]